1-((2-(2,6-Dioxopiperidin-3-yl)-1,3-dioxoisoindolin-5-yl)methyl)-3-(3-(4-(quinoxalin-2-yl)-1H-pyrazol-1-yl)cyclohexyl)urea O=C1NC(CCC1N1C(C2=CC=C(C=C2C1=O)CNC(=O)NC1CC(CCC1)N1N=CC(=C1)C1=NC2=CC=CC=C2N=C1)=O)=O